C1(CC1)C1=NC2=CC(=C(C=C2C=C1)C1=CN=C(N1)[C@H](CCCCCC(CC)=O)NC(=O)[C@H]1CC12CCN(CC2)C)OC (1S)-N-{(1S)-1-[5-(2-Cyclopropyl-7-methoxychinolin-6-yl)-1H-imidazol-2-yl]-7-oxononyl}-6-methyl-6-azaspiro[2.5]octan-1-carboxamid